3-(3-chloro-4-fluorophenyl)-1-(1-(7,8-difluoro-1-oxo-1,2-dihydroisoquinolin-4-yl)ethyl)-1-isobutyl-urea ClC=1C=C(C=CC1F)NC(N(CC(C)C)C(C)C1=CNC(C2=C(C(=CC=C12)F)F)=O)=O